7-(5-(5-(4-aminopiperidin-1-yl)-1,3,4-thiadiazol-2-yl)-4-(isopropylamino)pyridin-2-yl)pyrrolo[1,2-b]pyridazine-3-carbonitrile NC1CCN(CC1)C1=NN=C(S1)C=1C(=CC(=NC1)C1=CC=C2N1N=CC(=C2)C#N)NC(C)C